O1CCN(CC1)C=1C=C2C(=NC=NC2=C2C1CCC2)N 6-morpholino-8,9-dihydro-7H-cyclopenta[h]quinazolin-4-amine